C1=NC=C(C2=CC=CC=C12)N1C(N(C2(CCC2)C1C#N)C=1C=NC(=CC1)C(F)(F)F)=O 7-(Isoquinolin-4-yl)-6-oxo-5-(6-(trifluoromethyl)pyridin-3-yl)-5,7-diazaspiro[3.4]octane-8-carbonitrile